1-(4-(4,4,5,5-tetramethyl-1,3,2-dioxaborolan-2-yl)naphthalen-1-yl)ethanone CC1(OB(OC1(C)C)C1=CC=C(C2=CC=CC=C12)C(C)=O)C